The molecule is octaanion of 1D-myo-inositol 1,4,5,6-tetrakisphosphate arising from global deprotonation of the phosphate OH groups. It has a role as a human metabolite and a Saccharomyces cerevisiae metabolite. It is a conjugate base of a 1D-myo-inositol 1,4,5,6-tetrakisphosphate. [C@H]1([C@@H]([C@H]([C@@H]([C@H]([C@@H]1OP(=O)([O-])[O-])OP(=O)([O-])[O-])OP(=O)([O-])[O-])OP(=O)([O-])[O-])O)O